tert-butyl 4-(6-(2-methylimidazo[1,2-b]pyridazin-6-yl)thieno[3,2-b]pyridin-2-yl)piperidine-1-carboxylate CC=1N=C2N(N=C(C=C2)C=2C=C3C(=NC2)C=C(S3)C3CCN(CC3)C(=O)OC(C)(C)C)C1